(S)-(1-(2-(2-chloroacetyl)-2-(3-(methylamino)-3-oxo-propyl)hydrazino)-4-methyl-1-oxo-pentan-2-yl)(methyl)carbamic acid tert-butyl ester C(C)(C)(C)OC(N(C)[C@H](C(=O)NN(CCC(=O)NC)C(CCl)=O)CC(C)C)=O